(2S)-2-[bis[3,5-bis(trifluoromethyl)phenyl][(trimethylsilyl)oxy]methyl]pyrrolidine FC(C=1C=C(C=C(C1)C(F)(F)F)C([C@H]1NCCC1)(O[Si](C)(C)C)C1=CC(=CC(=C1)C(F)(F)F)C(F)(F)F)(F)F